CC(=O)N[C@@H]1[C@H]([C@@H]([C@H](OC1OP(=O)(O)OP(=O)(O)OC[C@@H]2[C@H]([C@H]([C@@H](O2)N3C=CC(=O)NC3=O)O)O)C(=O)[O-])O)O The molecule is a member of glucuronates and an UDP-amino sugar. It derives from a D-glucuronate. It is a conjugate base of an UDP-N-acetyl-2-amino-2-deoxy-D-glucuronic acid.